2-(6-cyclopropyl-5-fluoro-1-oxo-4-spiro[2.3]hexan-5-yloxyphthalazin-2-yl)-N-(5-fluoropyrimidin-2-yl)acetamide C1(CC1)C=1C(=C2C(=NN(C(C2=CC1)=O)CC(=O)NC1=NC=C(C=N1)F)OC1CC2(CC2)C1)F